C1(=CC=CC=C1)NC1=CC=C(C=C1)NC1=CC=CC=C1 N,N'-bis(phenyl)p-phenylenediamine